dodecenyl-stearic acid C(=CCCCCCCCCCC)C(C(=O)O)CCCCCCCCCCCCCCCC